4-((10-methoxy-10-oxodecyl)oxy)benzenesulfonic acid COC(CCCCCCCCCOC1=CC=C(C=C1)S(=O)(=O)O)=O